N=1C=NN2C1C=C(C=C2)OC2=C(C=C(C=C2)NC2=NC=NC1=CC=C(C=C21)OC2CC1CCC(C2)N1C(C=C)=O)C 1-(Exo-3-((4-((4-([1,2,4]triazolo[1,5-a]pyridin-7-yloxy)-3-methylphenyl)amino)quinazolin-6-yl)oxy)-8-azabicyclo[3.2.1]oct-8-yl)prop-2-en-1-one